NCCN(C1=NC(=NC(=C1)NC=1SC(=CN1)C1=CC=NC=C1)C)C N4-(2-aminoethyl)-N4,2-dimethyl-N6-[5-(4-pyridyl)thiazol-2-yl]pyrimidine-4,6-diamine